trans-N-[2-(2-methoxyphenoxy)ethyl]-4-{[(7-trifluoromethylquinolin-4-yl)amino]methyl}cyclohexane-1-carboxamide COC1=C(OCCNC(=O)[C@@H]2CC[C@H](CC2)CNC2=CC=NC3=CC(=CC=C23)C(F)(F)F)C=CC=C1